COPC(C(=O)OC)=[N+]=[N-] methyl 2-methoxyphosphinodiazoacetate